(1R,4S,12aR)-N-[(3,5-difluoropyridin-2-yl)methyl]-7-hydroxy-6,8-dioxo-1,2,3,4,6,8,12,12a-octahydro-1,4-methanodipyrido[1,2-a:1',2'-d]pyrazine-9-carboxamide FC=1C(=NC=C(C1)F)CNC(=O)C=1C(C(=C2N(C[C@@H]3N(C2=O)[C@H]2CC[C@@H]3C2)C1)O)=O